1-((3-((5-ethyl-2-methoxyphenyl)sulfonamido)-4-methoxybenzo[d]isoxazol-6-yl)methyl)-N-(2-propiolamidoethyl)-1H-pyrazole-4-carboxamide C(C)C=1C=CC(=C(C1)S(=O)(=O)NC1=NOC2=C1C(=CC(=C2)CN2N=CC(=C2)C(=O)NCCNC(C#C)=O)OC)OC